N-methyl-1-(5-(trifluoromethyl)pyridin-2-yl)propan-1-amine CNC(CC)C1=NC=C(C=C1)C(F)(F)F